C(C1=CC=CC=C1)OC=1C(=C(C(=C(C1)C)C(=O)OCOC)C)OC methoxymethyl 4-(benzyloxy)-3-methoxy-2,6-xylenecarboxylate